C(C)(C)(C)[Si](OCCOC12CC3(CC(CC(C1)(C3)C)(C2)C)CN2N=CC(=C2C)I)(C2=CC=CC=C2)C2=CC=CC=C2 t-butyl-diphenyl-[2-[[3-[(4-iodo-5-methyl-pyrazol-1-yl)methyl]-5,7-dimethyl-1-adamantyl]oxy]ethoxy]silane